ClC=1C(=CC(=[N+](C1)[O-])CO)C(=O)N1C(CN(CC1)[C@H](C(=O)NC1=NC=C(N=C1)OC1=C(C=C(C=C1)F)F)C)(C)C (S)-5-chloro-4-(4-(1-(5-(2,4-difluorophenoxy)pyrazin-2-ylamino)-1-oxopropan-2-yl)-2,2-dimethylpiperazine-1-carbonyl)-2-(hydroxymethyl)pyridine 1-oxide